COC(CCCC1=CC=CC=C1)=O 4-methoxy-4-oxo-1-phenylbutan